C1(=CC=C(C=C1)C(=O)C(C(=O)O)(O)C(O)C(=O)O)C p-toluoyl-tartaric acid